S(C(CS)CS)C(CS)CS 2,2'-thiobis(propane-1,3-dithiol)